(4-(6-chloropyridin-2-yl)-6-(2-(trifluoromethyl)pyridin-4-ylamino)-1,3,5-triazin-2-ylamino)-2-methylpropan-2-ol ClC1=CC=CC(=N1)C1=NC(=NC(=N1)NC1=CC(=NC=C1)C(F)(F)F)NCC(C)(O)C